N(=[N+]=[N-])C=1C(=C(C#N)C=CC1)F 3-azido-2-fluorobenzonitrile